2-(3-Chlorophenyl)-N-{3-sulfamoyl-4-[4-(trifluoromethyl)-1H-pyrazol-1-yl]phenyl}acetamide ClC=1C=C(C=CC1)CC(=O)NC1=CC(=C(C=C1)N1N=CC(=C1)C(F)(F)F)S(N)(=O)=O